(R)-N-(2-((tert-Butoxycarbonyl)amino)-2-(2-methoxyphenyl)acetyl)-N-(thiophen-2-ylmethyl)glycine ethyl ester C(C)OC(CN(CC=1SC=CC1)C([C@@H](C1=C(C=CC=C1)OC)NC(=O)OC(C)(C)C)=O)=O